1,3-bis(5,9-diphenyl-5,9-dihydro-5,9-diaza-13b-boranaphtho[3,2,1-de]anthracene-7-yl)sulfanylbenzene C1(=CC=CC=C1)N1C=2C=CC=CC2B2C3=C1C=C(C=C3N(C=3C=CC=CC23)C2=CC=CC=C2)SC2=CC(=CC=C2)SC=2C=C3N(C=1C=CC=CC1B1C3=C(C2)N(C=2C=CC=CC21)C2=CC=CC=C2)C2=CC=CC=C2